tert-butyl 4-((S)-2-((2S,3R)-3-(tert-butoxy)-2-((S)-4-phenyl-2-(3-phenylpropanamido)butanamido)butanamido)-3-(methoxy(methyl)amino)-3-oxopropyl)piperidine-1-carboxylate C(C)(C)(C)O[C@@H]([C@@H](C(=O)N[C@@H](CC1CCN(CC1)C(=O)OC(C)(C)C)C(=O)N(C)OC)NC([C@H](CCC1=CC=CC=C1)NC(CCC1=CC=CC=C1)=O)=O)C